methyldiazaspiro[3.3]heptane CN1NCC12CCC2